3-(4-methoxyphenyl)-3-(4-morpholinophenyl)-6,11-dimethoxy-13-hydroxy-13-phenyl-3H,13H-indeno[2',3':3,4]naphtho[1,2-b]pyran COC1=CC=C(C=C1)C1(C=CC2=C(O1)C=1C=C(C=CC1C1=C2C(C2=CC(=CC=C21)OC)(C2=CC=CC=C2)O)OC)C2=CC=C(C=C2)N2CCOCC2